(R)-((2'-amino-6-(3-methylmorpholino)-[2,4'-bipyrimidin]-4-yl)imino)dimethyl-λ6-sulfanone NC1=NC=CC(=N1)C1=NC(=CC(=N1)N=S(=O)(C)C)N1[C@@H](COCC1)C